N-isopropyl-2-aminoacridone C(C)(C)N1C=2C=CC(=CC2C(C2=CC=CC=C12)=O)N